C(C)(C)(C)OC1=CC(=CC=2N(C(=NC21)CN2CCC(CC2)C2=NC(=CC=C2)OCC2=C(C=C(C=C2)C#N)F)C[C@H]2OCC2)C(=O)O (S)-4-(tert-Butoxy)-2-((4-(6-((4-cyano-2-fluorobenzyl)oxy)pyridin-2-yl)piperidin-1-yl)methyl)-1-(oxetan-2-ylmethyl)-1H-benzo[d]imidazole-6-carboxylic acid